2-(3,4-dimethylphenyl)-N-(1,1-dioxido-2,3-dihydrothiophen-3-yl)-5-oxo-4,5-dihydrothieno[3,2-b]pyridine-6-carboxamide CC=1C=C(C=CC1C)C1=CC=2NC(C(=CC2S1)C(=O)NC1CS(C=C1)(=O)=O)=O